ethyl (4-iodophenyl)acetate IC1=CC=C(C=C1)CC(=O)OCC